C(C)C=1N=C(NC1C(=O)NC)CCC 4-ethyl-N-methyl-2-propyl-1H-imidazole-5-carboxamide